C(C)(C)(C)C1=C(N=C(S1)NC(=O)C1(CC(C1)NC#N)OC)Cl N-(5-tert-butyl-4-chloro-1,3-thiazol-2-yl)-3-(cyanoamino)-1-methoxycyclobutane-1-carboxamide